ClC1=C(C(=C(N=N1)OC1=CC(=CC=C1)Cl)C(=O)NCC(F)(F)C1=C(C=C(C=C1)C)C)C 6-chloro-3-(3-chlorophenoxy)-N-[2-(2,4-dimethylphenyl)-2,2-difluoro-ethyl]-5-methyl-pyridazine-4-carboxamide